7,3-eicosadiynoic acid C(CC#CCCC#CCCCCCCCCCCCC)(=O)O